C(C)(C)(C)OC(=O)N1CC(C1)(O)CN[C@H]1CN(CCC1)C(=O)OCC1=CC=CC=C1 benzyl (3R)-3-({[1-(tert-butoxycarbonyl)-3-hydroxyazetidin-3-yl]methyl}amino)piperidine-1-carboxylate